2-((5-(thiazol-5-yl)pyridin-2-yl)methyl)oxazole-4-carboxylic acid S1C=NC=C1C=1C=CC(=NC1)CC=1OC=C(N1)C(=O)O